S1C=NC2=C1C=CC(=C2)NC2=C1C(=NC=C2)SC(=C1)C1=CCCN(C1C)C(COC)=O 1-(5-(4-(Benzo[d]thiazol-5-ylamino)thieno[2,3-b]pyridin-2-yl)-6-methyl-3,6-dihydropyridin-1(2H)-yl)-2-methoxyethan-1-one